NC1=CC=C(C(=N1)C=O)C1=C(C(=C(C(=C1F)F)F)F)F 6-AMINO-3-(PERFLUOROPHENYL)PICOLINALDEHYDE